N7-(((3aS,4R,6aR)-4-(4-Chloro-7H-pyrrolo[2,3-d]pyrimidin-7-yl)-2,2-dimethyl-3a,6a-dihydro-4H-cyclopenta[d][1,3]dioxol-6-yl)methyl)-N2-(4-methoxybenzyl)quinoline-2,7-diamine ClC=1C2=C(N=CN1)N(C=C2)[C@@H]2C=C([C@H]1OC(O[C@H]12)(C)C)CNC1=CC=C2C=CC(=NC2=C1)NCC1=CC=C(C=C1)OC